CN1N=C(C=C1C(=O)OCCCN1N=C(C=2C(NCC3(CCOCC3)CC21)=O)CC)C 3-(3-ethyl-4-oxo-spiro[6,8-dihydro-5H-pyrazolo[4,3-c]azepine-7,4'-tetrahydropyran]-1-yl)propyl 2,5-dimethylpyrazole-3-carboxylate